tert-amyl O-isopropyl monoperoxycarbonate C(OC(C)(C)CC)(=O)OOC(C)C